O1C(=CC=C1)/C=C/C(=O)Cl Trans-3-(2-furyl)acryloyl chloride